C(=O)C=1C=CC(=C(C(=O)N)C1)O 5-FORMYL-2-HYDROXY-BENZAMIDE